CN1CCN(CC1)C1=CC=C(C=C1)[N+](=O)[O-] 1-Methyl-4-(4-nitrophenyl)piperazine